(1S,3S)-3-((6-(4-(((tert-butylcarbamoyl)oxy)methyl)-3-methyl-isoxazol-5-yl)-2-methylpyridin-3-yl)oxy)cyclohexane-1-carboxylic acid C(C)(C)(C)NC(=O)OCC=1C(=NOC1C1=CC=C(C(=N1)C)O[C@@H]1C[C@H](CCC1)C(=O)O)C